tribromotrimethyl-aniline (R)-cyclohexyl-2-(((benzyloxy)carbonyl)amino)-3-(3-(4-chloro-1-ethyl-1H-pyrazol-5-yl)-5-fluorobenzamido)propanoate C1(CCCCC1)OC([C@@H](CNC(C1=CC(=CC(=C1)F)C1=C(C=NN1CC)Cl)=O)NC(=O)OCC1=CC=CC=C1)=O.BrC=1C(=C(C(=C(N(C)C)C1)C)Br)Br